2-amino-5-(sec-butyl)thiazole-4-carboxylic acid methyl ester COC(=O)C=1N=C(SC1C(C)CC)N